C(N)(=O)C1=CC=C2CN(C(C2=C1)=O)C=1C=C(C=CC1C(=O)O)C1=CC(=C(C=C1)F)F 3-(6-carbamoyl-1-oxoisoindolin-2-yl)-3',4'-difluorobiphenyl-4-carboxylic acid